N-stearylmethylamine C(CCCCCCCCCCCCCCCCC)NC